(S)-1-(3-chloro-4-(6-(1-methylcyclopropoxy)-9-((4-methylpyridin-2-yl)methyl)-9H-purin-8-yl)benzoyl)pyrrolidine-2-carbonitrile ClC=1C=C(C(=O)N2[C@@H](CCC2)C#N)C=CC1C=1N(C2=NC=NC(=C2N1)OC1(CC1)C)CC1=NC=CC(=C1)C